CS(=O)(=O)C1=CC=C(C=C1)NC1=NC=C2C=CN=C(C2=C1)O 7-((4-(methylsulfonyl)phenyl)amino)-2,6-naphthyridin-1-ol